4-(5-amino-6-methoxypyrazolo[1,5-a]pyridin-2-yl)-3-fluoro-2-methyl-butan-2-ol NC1=CC=2N(C=C1OC)N=C(C2)CC(C(C)(O)C)F